FC=1CC(C(=O)OCC)(C=C(C1)[N+](=O)[O-])C=1C=NN(C1)CC1(CC1)C Ethyl 3-fluoro-1-{1-[(1-methylcyclopropyl)-methyl]-1H-pyrazol-4-yl}-5-nitrobenzoate